OC=1C=C(C(=O)NCCC(=O)N\N=C\[C@]2([C@@H](N3C(C[C@H]3S2(=O)=O)=O)C(=O)O)C)C=CC1O (2S,3R,5R)-3-((E)-(2-(3-(3,4-dihydroxybenzamido)propanoyl)hydrazono)methyl)-3-methyl-7-oxo-4-thia-1-azabicyclo[3.2.0]heptane-2-carboxylic acid 4,4-dioxide